OCCC1CCC(CC1)CCO 1,4-bis(hydroxyethyl)cyclohexane